2-benzyl-2-(N,N-dimethylamino)-1-(4-morpholinylphenyl)-1-butanone C(C1=CC=CC=C1)C(C(=O)C1=CC=C(C=C1)N1CCOCC1)(CC)N(C)C